FC1=C(C(=C(C(=C1F)F)F)F)[B-](C1=C(C(=C(C(=C1F)F)F)F)F)(C1=C(C(=C(C(=C1F)F)F)F)F)C1=C(C(=C(C(=C1F)F)F)F)F.[NH2+]1CCCC1 pyrrolidinium tetrakis(perfluorophenyl)borate